2-(benzoisoxazol-2-ylamino)-N-(2-methoxyethyl)-1-methyl-1H-benzo[d]imidazole-5-carboxamide O1N(CC2=C1C=CC=C2)NC2=NC1=C(N2C)C=CC(=C1)C(=O)NCCOC